(4-(3-oxa-8-azabicyclo[3.2.1]octane-8-carbonyl)phenyl)((3R,4R)-4-(6-fluoro-3,4-dihydroisoquinolin-2(1H)-yl)-3-hydroxypiperidin-1-yl)methanone C12COCC(CC1)N2C(=O)C2=CC=C(C=C2)C(=O)N2C[C@H]([C@@H](CC2)N2CC1=CC=C(C=C1CC2)F)O